N1=C(OC2=C1CCN2)N oxazolopyrrolidineamine